C(C1=CC=CC=C1)NC1=NC(=NC(=N1)Cl)Cl 2-benzylamino-4,6-dichloro-1,3,5-triazine